N-(3-cyano-4-methyl-1H-indol-7-yl)-1-[(3-methyloxetan-3-yl)methyl]pyrazole-4-sulfonamide C(#N)C1=CNC2=C(C=CC(=C12)C)NS(=O)(=O)C=1C=NN(C1)CC1(COC1)C